N[C@@H]1CN(C[C@@H](C1)C(F)(F)F)C1=C2C=CC=NC2=C(C=C1)C#N 5-((3S,5R)-3-amino-5-trifluoromethyl-piperidin-1-yl)-quinoline-8-carbonitrile